4-(4-(6-(4-fluoro-3-hydroxyphenoxy)pyridin-2-yl)phenyl)thiomorpholine 1,1-dioxide FC1=C(C=C(OC2=CC=CC(=N2)C2=CC=C(C=C2)N2CCS(CC2)(=O)=O)C=C1)O